2-hydroxy-1,3-diacryloxypropane OC(COC(C=C)=O)COC(C=C)=O